2-(p-tolyl)malonic acid potassium salt [K+].C1(=CC=C(C=C1)C(C(=O)[O-])C(=O)[O-])C.[K+]